C(C=C)(=O)N1CCN(CC1)C1=CC=C(C=C1)C=1C=2N(C=C(C1)C=1C=NN(C1)CC1COC1)N=CC2C#N 4-(4-(4-Acryloylpiperazin-1-yl)phenyl)-6-(1-(oxetan-3-ylmethyl)-1H-pyrazol-4-yl)pyrazolo[1,5-a]pyridine-3-carbonitrile